1-((3S,5R)-1-acryloyl-5-(methoxymethyl)pyrrolidin-3-yl)-3-((1-cyclopropyl-5-fluoro-1H-indazol-4-yl)ethynyl)-5-(methylamino)-1H-pyrazole-4-carboxamide C(C=C)(=O)N1C[C@H](C[C@@H]1COC)N1N=C(C(=C1NC)C(=O)N)C#CC1=C2C=NN(C2=CC=C1F)C1CC1